OC=1C=C2C=CC=C(C2=CC1)C(=O)O 6-hydroxyl-naphthoic acid